4-bromo-2-[2-[(2S)-4-tert-butoxycarbonylpiperazin-2-yl]ethoxy]-3-chloro-5-fluoro-benzoic acid BrC1=C(C(=C(C(=O)O)C=C1F)OCC[C@@H]1NCCN(C1)C(=O)OC(C)(C)C)Cl